Cl.C(C)(C)(C)C1=NC(=NO1)C(=O)NCC1=C(C=C(C=C1)C1=C(C=NC=C1)N1CC(CCC1)NC)C 5-(tert-butyl)-N-(2-methyl-4-(3-(3-(methylamino)piperidin-1-yl)pyridin-4-yl)benzyl)-1,2,4-oxadiazole-3-carboxamide hydrochloride